4-methylbenzyl-2-(dimethylamino)-1-[4-(4-morpholinyl)phenyl]-1-butanone CC1=CC=C(CC(C(=O)C2=CC=C(C=C2)N2CCOCC2)(CC)N(C)C)C=C1